CC1=C(C(=CC(=C1)C)C)N[C@@H](C)C(=O)O (2,4,6-trimethylphenyl)alanine